FC(COC=1C=C(C(=NC1)C=1OC2=C(N1)C=C(C=C2)S(C(F)(F)F)(=O)=N)S(=O)(=O)CC)(C)F [2-[5-(2,2-Difluoropropoxy)-3-ethylsulfonyl-2-pyridyl]-1,3-benzoxazol-5-yl]-imino-oxo-(trifluoromethyl)-lambda6-Sulfane